N-[2-(1-benzylpiperidin-4-yl)ethyl]-2-(4-chlorophenyl)-4-methyl-1,3-thiazole-5-carboxamide C(C1=CC=CC=C1)N1CCC(CC1)CCNC(=O)C1=C(N=C(S1)C1=CC=C(C=C1)Cl)C